OC1=C(C(=O)O)C=C(C=C1)NCCC1=C(C=CC=C1)C 2-hydroxy-5-(2-o-tolylethylamino)-benzoic acid